O1CC(CC1)NC(C=C)=O N-(tetrahydrofuran-3-yl)acrylamide